4-chloro-5-[4-(4-chloro-benzenesulfonyl)-piperazin-1-yl]-benzofuran-2-carboxylic acid ClC1=C(C=CC2=C1C=C(O2)C(=O)O)N2CCN(CC2)S(=O)(=O)C2=CC=C(C=C2)Cl